N[C@@H]1C=2C(=NC=CC2)CC12CCN(CC2)C=2N=CC(=NC2)SC=2C(=C1C(N(C=NC1=CC2)CC2=CC=CC=C2)=O)Cl (S)-6-((5-(5-amino-5,7-dihydrospiro[cyclopenta[b]pyridine-6,4'-piperidin]-1'-yl)pyrazine-2-yl)thio)-3-benzyl-5-chloroquinazolin-4(3H)-one